2-(5-(3,5-dichloro-4-fluorophenyl)-5-(trifluoromethyl)-4,5-dihydroisoxazol-3-yl)-N-(prop-2-yn-1-yl)-2,3-dihydro-1H-pyrrolo[3,4-c]pyridine-6-carboxamide ClC=1C=C(C=C(C1F)Cl)C1(CC(=NO1)N1CC=2C=NC(=CC2C1)C(=O)NCC#C)C(F)(F)F